potassium N,N-diethyl-amino-methyltrifluoroborate C(C)N(CC)C[B-](F)(F)F.[K+]